BrC=1C=C(CC=2N(C(=NN2)S)C)C=CC1 5-(3-bromobenzyl)-4-methyl-4H-1,2,4-triazole-3-thiol